6-(2-isocyanatoethyl)-2-isocyanatomethyl-3-(3-isocyanatopropyl)Bicyclo(2.2.1)heptane N(=C=O)CCC1CC2C(C(C1C2)CN=C=O)CCCN=C=O